C1(=CC=CC=C1)C1=CC=C(O1)\C=C\1/C=CC(O1)=O (E)-5-((5-phenylfuran-2-yl)methylene)furan-2(5H)-one